C1(CCCCC1)C[C@@H](C(=O)N[C@H](CO)CCC(=O)N(C)CC(=O)NCC)NC(OCC1=CC(=CC=C1)Cl)=O 3-chlorobenzyl ((S)-3-cyclohexyl-1-(((S)-5-((2-(ethylamino)-2-oxoethyl)(methyl)amino)-1-hydroxy-5-oxopentan-2-yl)amino)-1-oxopropan-2-yl)carbamate